(Racemic)-2'-chloro-N-[6-(2,2-difluorocyclopropyl)imidazo[2,1-b][1,3,4]thiadiazol-2-yl]-5'-methoxy-6-methyl-[4,4'-bipyridine]-3-carboxamide ClC1=NC=C(C(=C1)C1=C(C=NC(=C1)C)C(=O)NC1=NN2C(S1)=NC(=C2)[C@@H]2C(C2)(F)F)OC |r|